methylidynetris(4-isocyanatobenzene) C(C1=CC=C(C=C1)N=C=O)(C1=CC=C(C=C1)N=C=O)C1=CC=C(C=C1)N=C=O